OCCN(CCCCCCCC(=O)OC(CCCCCCCC)CCCCCCCC)CCCCCC(OCCCCCCCCCCC)=O 8-[(2-hydroxyethyl)(6-oxo-6-(undecyloxy)hexyl)amino]-octanoic acid, 1-octylnonyl ester